C(C)N1CCN(CC1)C1=CC(=NC=N1)NC1CCN(CC1)C(C=C)=O 1-[4-[[6-(4-ethylpiperazin-1-yl)pyrimidin-4-yl]amino]-1-piperidyl]prop-2-en-1-one